Benzyl (6R)-6-({2-[4-chloro-2-(trifluoromethoxy)phenyl]pyrido[2,3-e][1,2,4]triazolo[1,5-c]pyrimidin-5-yl}amino)-5-oxo-1,4-diazepane-1-carboxylate ClC1=CC(=C(C=C1)C1=NN2C(=NC3=C(C2=N1)N=CC=C3)N[C@H]3C(NCCN(C3)C(=O)OCC3=CC=CC=C3)=O)OC(F)(F)F